o-tolyl-epoxypropane C1(=C(C=CC=C1)C1C(C)O1)C